(E)-3-((2-(4-chlorophenyl)hydrazineylidene) methyl)-1H-indol-4-yl argininate N[C@@H](CCCNC(N)=N)C(=O)OC1=C2C(=CNC2=CC=C1)/C=N/NC1=CC=C(C=C1)Cl